tert-butyl 2-[2-[2-[2-[2-[2-[2-(p-tolylsulfonyloxy)ethoxy]ethoxy]ethoxy]ethoxy]ethoxy]ethoxy]acetate C1(=CC=C(C=C1)S(=O)(=O)OCCOCCOCCOCCOCCOCCOCC(=O)OC(C)(C)C)C